CC1C=2N(CCN1)C(=NN2)C2=NC(=NS2)C 5,6,7,8-Tetrahydro-8-methyl-3-(3-methyl-1,2,4-thiadiazole-5-yl)-1,2,4-triazolo[4,3-a]pyrazine